COCC(C(=O)NC(C(=O)O)CC)(C)C 2-(3-methoxy-2,2-dimethylpropanamido)butanoic acid